tert-butyl 4-(2-methoxy-2-oxoethyl)-2-(trifluoromethyl)piperidine-1-carboxylate COC(CC1CC(N(CC1)C(=O)OC(C)(C)C)C(F)(F)F)=O